FC=1C=C(C=CC1CN1CCN(CC1)C1CCN(CC1)C1=CC=C(C=C1)[C@@H]1[C@@H](CCC2=CC(=CC=C12)O)C1=CC=CC=C1)N1C(NC(CC1)=O)=O 1-(3-fluoro-4-((4-(1-(4-((1S,2R)-6-hydroxy-2-phenyl-1,2,3,4-tetrahydronaphthalen-1-yl)phenyl)piperidin-4-yl)piperazin-1-yl)methyl)phenyl)dihydropyrimidine-2,4(1H,3H)-dione